methyl (1R)-4-oxo-3',4'-dihydro-1'H-spiro[cyclopentane-1,2'-naphthalene]-3-carboxylate O=C1C(C[C@]2(CC3=CC=CC=C3CC2)C1)C(=O)OC